ethyl-tert.butyl-amine C(C)NC(C)(C)C